(2S,3S)-N-(3-bromo-4,5-difluorophenyl)-2-methyl-1-(5-methyl-1H-pyrrole-2-carbonyl)pyrrolidine-3-carboxamide BrC=1C=C(C=C(C1F)F)NC(=O)[C@@H]1[C@@H](N(CC1)C(=O)C=1NC(=CC1)C)C